(R)-tert-butyl-4-(4-(1-(3-(difluoromethyl)-2-fluorophenyl) ethylamino) cinnolin-6-yl)-5,6-dihydropyridine-1(2H)-carboxylate C(C)(C)(C)OC(=O)N1CC=C(CC1)C=1C=C2C(=CN=NC2=CC1)N[C@H](C)C1=C(C(=CC=C1)C(F)F)F